CC(C=O)(CO)C 2,2-dimethyl-3-hydroxy-propionaldehyde